7-(8-(difluoromethyl)naphthalen-1-yl)-8-fluoro-2-(((2R,7aS)-2-fluorohexahydro-1H-pyrrolizin-7a-yl)methoxy)-N-methyl-N-((R)-pyrrolidin-3-yl)pyrido[4,3-d]pyrimidin-4-amine FC(C=1C=CC=C2C=CC=C(C12)C1=C(C=2N=C(N=C(C2C=N1)N([C@H]1CNCC1)C)OC[C@]12CCCN2C[C@@H](C1)F)F)F